COC1=CC=C(C[N+](C2=CC=CC=C2)(CC)CC)C=C1 (4-methoxybenzyl)diethylanilinium